C1(CC=CCC1)N CYCLOHEX-3-EN-1-AMINE